C(C=C)(=O)N1CCN(CC1)C1=CC=NC2=CC=C(C=C12)C=1C=C(C(=NC1)OC)NS(=O)(=O)C1=C(C=C(C=C1)F)F N-(5-(4-(4-propenoylpiperazin-1-yl)quinolin-6-yl)-2-methoxypyridin-3-yl)-2,4-difluorobenzenesulfonamide